CN1CCN(CC1)C1=CC=C(C=C1)NC1=NC=CC(=N1)N1OCCC1C1=CC=CC=C1 N-(4-(4-methylpiperazin-1-yl)phenyl)-4-(3-phenylisoxazolidin-2-yl)pyrimidin-2-amine